N[C@H](CC1=C(C=2N=C(N=C(C2S1)NCC=1SC=CC1)Cl)Br)C 6-[(2S)-2-aminopropyl]-7-bromo-2-chloro-N-[(thiophen-2-yl)methyl]thieno[3,2-d]pyrimidin-4-amine